[Cl-].[Cl-].FC(C=1C=C(C=CC1)C(=[Zr+2](C1=C(C(=CC=2C3=CC(=C(C=C3CC12)C1=CC=CC=C1)C(C)(C)C)C(C)(C)C)C1=CC=CC=C1)C1C=CC=C1)C1=CC(=CC=C1)C(F)(F)F)(F)F di-(m-trifluoromethyl-phenyl)methylene(cyclopentadienyl)(2,7-diphenyl-3,6-di-tert-butylfluorenyl)zirconium dichloride